ClC=1C=C(C(=NC1)OC)S(=O)(=O)NC1=C(C(=C(C=C1)F)COC=1C=C2C(=NC1)C=NN2C)F 5-chloro-N-[2,4-difluoro-3-[([1-methylpyrazolo[4,3-b]pyridin-6-yl]oxy)methyl]phenyl]-2-methoxypyridine-3-sulfonamide